C(C1=CC=CC=C1)N1N=CC=C1C 1-Benzyl-5-methyl-1H-pyrazol